(RS)-5-(1',2'-dihydrospiro[cyclopropane-1,3'-pyrrolo[2,3-b]pyridin]-5'-yl)-3-ethyl-3-hydroxyindolin-2-one N1CC2(C=3C1=NC=C(C3)C=3C=C1[C@](C(NC1=CC3)=O)(O)CC)CC2 |r|